3-fluoro-4-piperazin-1-yl-benzonitrile Hydrochloride salt Cl.FC=1C=C(C#N)C=CC1N1CCNCC1